N1N=NC2=NC(=CC=C21)C=2C=C(C(=O)NC1=CC=C(C=C1)OCCC1=CC=CC=C1)C=C(C2)NC(C)=O 3-(1H-[1,2,3]triazolo[4,5-b]pyridin-5-yl)-5-acetamido-N-(4-phenethoxyphenyl)benzamide